C1(C=CCCCCCCC(=O)O1)=O Decenedioic anhydride